C(C(C)C)C(COC)COC 2-isobutyl-1,3-dimethoxypropane